2-methoxyphenyl-4-chloro-5-(trifluoromethyl)pyrimidin-2-amine COC1=C(C=CC=C1)C1=C(C(=NC(=N1)N)Cl)C(F)(F)F